NC1=NC=2C(=CC(=CC2C=2N1N=C(N2)[C@@H]2CC[C@@H](N(C2)C(=O)C2=C(C(=O)OC)C=CC=N2)C)F)F methyl 2-((2S,5R)-5-(5-amino-7,9-difluoro-[1,2,4]triazolo[1,5-c]quinazolin-2-yl)-2-methylpiperidine-1-carbonyl)nicotinate